(3-chloro-2-fluorobenzyl)-2-(((1S,2S)-2-hydroxycyclopentyl)amino)acetamide ClC=1C(=C(CC(C(=O)N)N[C@@H]2[C@H](CCC2)O)C=CC1)F